N1CC(C1)N1CCC(CC1)CC(=O)NC1=CC=C(C=C1)C1=CC2=C(N=CN=C2N2CCOCC2)N1 2-(1-(azetidin-3-yl)piperidin-4-yl)-N-(4-(4-morpholino-7H-pyrrolo[2,3-d]pyrimidin-6-yl)phenyl)acetamide